NC=1C2=C(N=CN1)N(C=C2C=2C(=C1CCN(C1=CC2)C(CC2=C(C=CC(=C2)C(F)(F)F)F)=O)F)C2CC(C2)O 1-(5-(4-AMINO-7-(3-HYDROXYCYCLOBUTYL)-7H-PYRROLO[2,3-D]PYRIMIDIN-5-YL)-4-FLUOROINDOLIN-1-YL)-2-(2-FLUORO-5-(TRIFLUOROMETHYL)PHENYL)ETHAN-1-ONE